(2R,3S)-1-benzhydryl-2-methylazetidin-3-yl mesylate S(C)(=O)(=O)O[C@@H]1[C@H](N(C1)C(C1=CC=CC=C1)C1=CC=CC=C1)C